trans-2-(5-(3-((2-(3-carboxypropanoyl)-4-fluoro-6-methoxyisoindolin-5-yl)oxy)propoxy)-6-methoxybenzo[b]thiophene-2-carbonyl)cyclopropane-1-carboxylic acid C(=O)(O)CCC(=O)N1CC2=CC(=C(C(=C2C1)F)OCCCOC1=CC2=C(SC(=C2)C(=O)[C@H]2[C@@H](C2)C(=O)O)C=C1OC)OC